5-benzylsulfanyl-3-chloro-2-fluoro-4-methoxy-benzaldehyde C(C1=CC=CC=C1)SC=1C(=C(C(=C(C=O)C1)F)Cl)OC